ClC=1C(=CC(=C(C(=O)NS(=O)(=O)N2C[C@@H](OCC2)CNC(OC(C)(C)C)=O)C1)F)OCC1CCCC1 (S)-tert-butyl ((4-(N-(5-chloro-4-(cyclopentylmethoxy)-2-fluorobenzoyl)sulfamoyl) morpholin-2-yl)methyl)carbamate